FC1=C(C=C(C=C1)C(F)(F)F)[N+](=O)[O-] 1-fluoro-2-nitro-4-(trifluoromethyl)benzene